4-((2-(methylsulfonyl)ethyl)(4-(5,6,7,8-tetrahydro-1,8-naphthyridin-2-yl)butyl)amino)-2-((5-(trifluoromethyl)pyrimidin-2-yl)amino)butanoic acid CS(=O)(=O)CCN(CCC(C(=O)O)NC1=NC=C(C=N1)C(F)(F)F)CCCCC1=NC=2NCCCC2C=C1